dibenzo[b,d]thiophen-2-ylboric acid C1=C(C=CC=2SC3=C(C21)C=CC=C3)OB(O)O